(2s,4r)-2-((1H-1,2,3-triazol-1-yl)methyl)-4-(5-(2-(azetidin-1-yl)-5-cyanopyridin-3-yl)-1,3,4-oxadiazole-2-carboxamido)pyrrolidine-1-carboxylic acid tert-butyl ester C(C)(C)(C)OC(=O)N1[C@@H](C[C@H](C1)NC(=O)C=1OC(=NN1)C=1C(=NC=C(C1)C#N)N1CCC1)CN1N=NC=C1